(2,3,5,6-tetrafluoro-4-methylphenyl)methyl (1R,3R)-rel-3-[(1Z)-2-chloro-3,3,3-trifluoro-1-propen-1-yl]-2,2-dimethylcyclopropanecarboxylate Cl\C(=C/[C@@H]1C([C@@H]1C(=O)OCC1=C(C(=C(C(=C1F)F)C)F)F)(C)C)\C(F)(F)F |o1:3,5|